2-bromo-1-methylethyltrimethoxysilane BrCC(C)[Si](OC)(OC)OC